O1N=CC=C1C1=C(C(=C(C=C1CCCCC)O)C1=CC(=CC=C1)C)O 3-(isoxazol-5-yl)-3'-methyl-4-pentyl-[1,1'-biphenyl]-2,6-diol